Fluoro-methyl-hexanoate FC(C(=O)[O-])(CCCC)C